N1(CCNCC1)CCCN1CCC(CC1)NC(OC(C)(C)C)=O tert-Butyl N-{1-[3-(piperazin-1-yl)propyl]piperidin-4-yl}carbamate